5-methyl-1H-pyrazolo[3,4-f][3,1]benzoxazin-9-one CC1=CC2=C(C=3C(OC=NC31)=O)NN=C2